BrC=1C=C(C=CC1)C(C(C)N)N (3-bromophenyl)propane-1,2-diamine